1-(2-chloro-4-((5-((6-(dimethylamino)hexyl)oxy)-2,3-dihydro-[1,4]dioxino[2,3-f]quinolin-10-yl)oxy)phenyl)-3-cyclopropylurea ClC1=C(C=CC(=C1)OC1=CC=NC2=CC(=C3C(=C12)OCCO3)OCCCCCCN(C)C)NC(=O)NC3CC3